ClC=1C=C(C=NC1N1N=CC=N1)NC(=O)C=1C=NNC1C(F)(F)F N-(5-chloro-6-(2H-1,2,3-triazol-2-yl)pyridin-3-yl)-5-(trifluoromethyl)-1H-pyrazole-4-carboxamide